(2-(((2R,3S,4R,5R)-5-(6-chloro-4-(cyclopentylamino)-1H-pyrazolo[3,4-d]pyrimidin-1-yl)-3,4-dihydroxytetrahydrofuran-2-yl)methoxy)-1,3-dihydroxypropan-2-yl)phosphonic acid ClC1=NC(=C2C(=N1)N(N=C2)[C@H]2[C@@H]([C@@H]([C@H](O2)COC(CO)(CO)P(O)(O)=O)O)O)NC2CCCC2